trans-4-(2-bromo-4-fluorophenyl)tetrahydro-2H-pyran-3-ol BrC1=C(C=CC(=C1)F)[C@H]1[C@@H](COCC1)O